methyl cis-2-(3-(cyclopent-1-en-1-yl)benzyl)-3-((methylsulfonyl)amino)piperidine-1-carboxylate C1(=CCCC1)C=1C=C(C[C@@H]2N(CCC[C@@H]2NS(=O)(=O)C)C(=O)OC)C=CC1